O[C@@H](C)C=1N(C=CN1)CC1=NOC(=C1)C1=CC=C(C=C1)C#CC=1C=CC(=NC1)CN1CC(C1)C#N (S)-1-((5-((4-(3-((2-(1-hydroxyethyl)-1H-imidazol-1-yl)methyl)isoxazol-5-yl)phenyl)ethynyl)pyridin-2-yl)methyl)azetidin-3-carbonitrile